C(C)(C)N(C(C)C)[SiH](C(C(F)(F)F)(F)F)N(C(C)C)C(C)C bis-diisopropylamino-pentafluoroethyl-silane